5-hydroxybutyryl-2'-deoxyuridine OCCCC(=O)C=1C(NC(N([C@H]2C[C@H](O)[C@@H](CO)O2)C1)=O)=O